1-(4-((4-((4-((2-(3-oxa-8-azabicyclo[3.2.1]octan-8-yl)pyridin-4-yl)oxy)-2-fluorophenyl)amino)-7-methoxyquinazolin-6-yl)amino)piperidin-1-yl)prop-2-en-1-one C12COCC(CC1)N2C2=NC=CC(=C2)OC2=CC(=C(C=C2)NC2=NC=NC1=CC(=C(C=C21)NC2CCN(CC2)C(C=C)=O)OC)F